FC(CN1N=CC2=CC=CC=C12)(F)F (trifluoroethyl)-1H-indazole